tert-butyl-3-(2-((4-nitrophenyl)sulfonyl)hydrazine-1-carbonyl)indoline C(C)(C)(C)N1CC(C2=CC=CC=C12)C(=O)NNS(=O)(=O)C1=CC=C(C=C1)[N+](=O)[O-]